ClC1=C(C(=CC=2N(C=NC21)C)C)C2=CC=CN1C(=CC=C21)C(=O)C2=CC(=C(C(=C2)F)NC(\C=C\CNC2CCOCC2)=O)F (E)-N-(4-(8-(4-chloro-1,6-dimethyl-1H-benzo[d]imidazol-5-yl)indolizine-3-carbonyl)-2,6-difluorophenyl)-4-((tetrahydro-2H-pyran-4-yl)amino)but-2-enamide